6-((bicyclo[3.1.0]hexane-3-ylamino)methyl)-2-(3-((1r,3r)-3-methoxy-1-(4-methyl-4H-1,2,4-triazol-3-yl)cyclobutyl)phenyl)-4-(trifluoromethyl)isoindolin-1-one C12CC(CC2C1)NCC1=CC(=C2CN(C(C2=C1)=O)C1=CC(=CC=C1)C1(CC(C1)OC)C1=NN=CN1C)C(F)(F)F